rel-(R)-2-(6-(5-chloro-2-((4-(methylsulfonyl)-4,5,6,7-tetrahydro-1H-pyrazolo[4,3-b]pyridin-7-yl)amino)pyrimidin-4-yl)-4-fluoro-1-isopropyl-1H-benzo[d]imidazol-2-yl)propan-2-ol ClC=1C(=NC(=NC1)N[C@H]1C2=C(N(CC1)S(=O)(=O)C)C=NN2)C=2C=C(C1=C(N(C(=N1)C(C)(C)O)C(C)C)C2)F |o1:8|